BrC(C)C=1OC(C2=CC=CC=C2C1C1=CC(=CC=C1)CN(C)C)=O 3-(1-Bromoethyl)-4-(3-((dimethylamino)methyl)phenyl)-1H-isochromen-1-one